S-methyl-thiosulfoximine CS(=S)=N